4-(1H-pyrazol-4-yl)benzenesulfonyl chloride N1N=CC(=C1)C1=CC=C(C=C1)S(=O)(=O)Cl